4-(aminomethyl)-1-methylpiperidin-4-ol NCC1(CCN(CC1)C)O